NC1=NC=NN2C1=CC=C2[C@H]2[C@@H]([C@@H]([C@@](O2)(C#N)CO[P@](=O)(OC2=CC=CC=C2)N[C@@H](C)C(=O)OC(C)C)OC(CC)=O)O isopropyl ((S)-(((2R,3S,4S,5S)-5-(4-aminopyrrolo[2,1-f][1,2,4]triazin-7-yl)-2-cyano-4-hydroxy-3-(propionyloxy)tetrahydrofuran-2-yl)methoxy)(phenoxy)phosphoryl)-L-alaninate